C(C)C=1C=2N(C=C(N1)C(=O)NC1=CC=C(N=N1)N1C[C@@H](N(CC1)C(=O)OC(C)(C)C)C)C=C(N2)C tert-butyl (2S)-4-(6-{8-ethyl-2-methylimidazo[1,2-a]pyrazine-6-amido}pyridazin-3-yl)-2-methylpiperazine-1-carboxylate